[C@@H]1([C@H](O)[C@@H](O)[C@@H](O)[C@H](O1)CO)O[C@@H]([C@H](C=O)O)[C@@H](O)[C@H](O)C 6-Deoxy-3-O-β-D-galactopyranosyl-D-gulose